C(CC)(=O)NCCCNCCCCNCCCN propionyl-spermine